4-amino-1-((4-(pyrrolidin-1-ylmethyl)phenyl)amino)-1,3-dihydro-2H-imidazo[4,5-c]quinolin-2-one NC1=NC=2C=CC=CC2C2=C1NC(N2NC2=CC=C(C=C2)CN2CCCC2)=O